BrC1=CC2=C(N=C(N=C2)N[C@@H]2C[C@@H](CC2)C(=O)N)N(C1=O)C (1R,3S)-3-((6-bromo-8-methyl-7-oxo-7,8-dihydropyrido[2,3-d]pyrimidin-2-yl)amino)cyclopentane-1-carboxamide